ClC=1C=C(C=C(C1O)Cl)N1N=CC(NC1=O)=O 2-(3,5-dichloro-4-hydroxyphenyl)-1,2,4-triazine-3,5(2H,4H)-dione